4,4'-methylenebis-(2-aminobenzamide) C(C1=CC(=C(C(=O)N)C=C1)N)C1=CC(=C(C(=O)N)C=C1)N